NC1=C(C2=C(S1)C(C(CC2)(COC(F)F)C#N)=O)C(=O)N 2-Amino-6-cyano-6-((difluoromethoxy)methyl)-7-oxo-4,5,6,7-tetrahydrobenzo[b]thiophene-3-carboxamide